methyl 2-vinylimidazo[1,2-a]pyridine-6-carboxylate C(=C)C=1N=C2N(C=C(C=C2)C(=O)OC)C1